1,2-diaminoethylene NC=CN